BrC1=C2C=NNC2=CC(=C1)Cl 4-Bromo-6-chloro-1h-indazole